N-(2,6-bis(benzyloxy)pyridin-3-yl)-1,1-diphenylmethylamine C(C1=CC=CC=C1)OC1=NC(=CC=C1NC(C1=CC=CC=C1)C1=CC=CC=C1)OCC1=CC=CC=C1